OC1=C(C=C(C=C1)C)C1=C(CCC2N(CCCC2)CC)C=CC=C1 2-[2-(2-hydroxy-5-methyl-phenyl)-phenethyl]-N-ethylpiperidine